N(C1=CC=CC=C1)C=1NC(/C(/N1)=C/C1=CC2=C(N=CN2C)C=C1)=O (4Z)-2-anilino-4-[(3-methylbenzimidazol-5-yl)methylene]-1H-imidazol-5-one